sodium λ2-boranidcarbonitrile [B-]C#N.[Na+]